(2'S)-2-chloro-2'-methyl-1'-[[1-(2-methylsulfonylethyl)triazol-4-yl]methyl]spiro[4,5-dihydrothieno[2,3-c]pyran-7,4'-piperidine] ClC1=CC2=C(S1)C1(C[C@@H](N(CC1)CC=1N=NN(C1)CCS(=O)(=O)C)C)OCC2